(1R,2R)-2-fluoro-N-(7-{6-[(2R)-2-hydroxypropyl]-4-methylpyridin-3-yl}-2,6-naphthyridin-3-yl)cyclopropane-1-carboxamide F[C@H]1[C@H](C1)C(=O)NC=1N=CC2=CC(=NC=C2C1)C=1C=NC(=CC1C)C[C@@H](C)O